CN1N=CC2=C1NC1=C(NC2)C=CC=C1 1-methyl-1,4,5,10-tetrahydropyrazolo[3,4-b][1,5]benzodiazepine